N-(4-(4-(2-(benzofuran-2-yl)acetamido)-2,5-difluorophenoxy)pyridin-2-yl)cyclopropanecarboxamide O1C(=CC2=C1C=CC=C2)CC(=O)NC2=CC(=C(OC1=CC(=NC=C1)NC(=O)C1CC1)C=C2F)F